ClC=1C=CC(=C(C1)NC(=O)C=1SC=CC1)OCCOCC N-(5-chloro-2-(2-ethoxyethoxy)phenyl)thiophene-2-carboxamide